NCC1CCC(CC1)C=1C=C2C(=C(N(C2=CC1)C(=O)OC(C)(C)C)C1=CC(=NC(=C1)C)C)C(C)C tert-butyl 5-(4-(aminomethyl) cyclohexyl)-2-(2,6-dimethylpyridin-4-yl)-3-isopropyl-1H-indole-1-carboxylate